FC1([C@@H](CN2C(N(C=C21)C2=NOC1=NC(=CC(=C12)C1=C(C=C(C=C1F)F)F)OC)=O)NS(=O)(=O)CC)F N-{(6R)-7,7-difluoro-2-[6-methoxy-4-(2,4,6-trifluorophenyl)[1,2]oxazolo[5,4-b]pyridin-3-yl]-3-oxo-2,5,6,7-tetrahydro-3H-pyrrolo[1,2-c]imidazol-6-yl}ethanesulfonamide